C(C)N(S(=O)(=O)C1=CC=C(C=C1)S(=O)(=O)N1C[C@@H](CCC1)C(=O)N1[C@@H]2CN([C@H](C1)C2)C(=O)OC(C)(C)C)CC tert-butyl (1S,4S)-5-((R)-1-((4-(N,N-diethylsulfamoyl)phenyl)sulfonyl) piperidine-3-carbonyl)-2,5-diazabicyclo[2.2.1]heptane-2-carboxylate